COC(=O)C1=CN=CN1C1C(CC2=CC=CC=C12)(C)C 1-(2,2-dimethyl-2,3-dihydro-1H-inden-1-yl)-1H-imidazol-5-carboxylic acid methyl ester